4,5-dimethoxy-1,2-dinitrobenzene COC1=CC(=C(C=C1OC)[N+](=O)[O-])[N+](=O)[O-]